Cl.Cl.Cl.N1=CNC2=C1C=CC=C2.N2=CNC1=C2C=CC=C1 bisbenzimidazole tri-hydrochloride